naphthalen-2-ol bis-formate C(=O)O.C(=O)O.C1=C(C=CC2=CC=CC=C12)O